O1[C@@H](CC1)CN1C(=NC2=C1C=C(C=C2)C(=O)[O-])CN2CCC(CC2)C2=NC(=CC=C2)OCC2=CC=C1C=CN=CC1=C2 (S)-1-(oxetan-2-ylmethyl)-2-((4-(6-(isoquinolin-7-ylmethoxy)pyridin-2-yl)piperidine-1-yl)methyl)-1H-benzo[d]imidazole-6-carboxylate